2-(((E)-2-hydroxy-6-(2-((5-((1S,3R)-3-((isopropylcarbamoyl)oxy)cyclopentyl)-1H-pyrazol-3-yl)amino)-2-oxoethoxy)-4-methoxybenzylidene)amino)ethane-1-sulfonic acid OC1=C(\C=N\CCS(=O)(=O)O)C(=CC(=C1)OC)OCC(=O)NC1=NNC(=C1)[C@@H]1C[C@@H](CC1)OC(NC(C)C)=O